FC1=CC=C(C=C1)CC(=O)NC1=CC=C(C=C1)C1=NC=NC2=CC(=C(C=C12)O)OC 2-(4-fluorophenyl)-N-(4-(6-hydroxy-7-methoxyquinazolin-4-yl)phenyl)acetamide